C(N)(=N)C1=CC(=C(CNC(=O)C=2C=NN(C2)CC2=CC=C(C=C2)C(C)(C)C#N)C=C1)F N-(4-carbamimidoyl-2-fluorobenzyl)-1-(4-(2-cyanoprop-2-yl)benzyl)-1H-pyrazole-4-carboxamide